CS(=O)(=O)CC1CN(C1)C(=O)OC(C)(C)C tert-Butyl 3-((methylsulfonyl)methyl)azetidine-1-carboxylate